(2R,3R,4R,5S)-5-((3-fluoro-6-(trifluoromethyl)pyridin-2-yl)amino)-2-(hydroxymethyl)tetrahydro-2H-pyran-3,4-diol FC=1C(=NC(=CC1)C(F)(F)F)N[C@@H]1[C@H]([C@H]([C@H](OC1)CO)O)O